N-(2-(trifluoromethyl)pyridin-4-yl)-1,3,5-triazin-2-amine FC(C1=NC=CC(=C1)NC1=NC=NC=N1)(F)F